1-(2-((2S,4R)-2-((6-bromopyridin-2-yl)carbamoyl)-4-fluoropyrrolidin-1-yl)-2-oxoethyl)4-(2-(methylamino)quinazolin-6-yl)-1H-pyrazole-3-carboxamide BrC1=CC=CC(=N1)NC(=O)[C@H]1N(C[C@@H](C1)F)C(CN1N=C(C(=C1)C=1C=C2C=NC(=NC2=CC1)NC)C(=O)N)=O